4-([1,1'-biphenyl]-4-yl)-6-(3'-chloro-[1,1'-biphenyl]-4-yl)-2-phenylpyrimidine C1(=CC=C(C=C1)C1=NC(=NC(=C1)C1=CC=C(C=C1)C1=CC(=CC=C1)Cl)C1=CC=CC=C1)C1=CC=CC=C1